S=N thionoamine